1-(1-methyl-3-(1-methyl-1H-pyrazol-4-yl)-1H-indazol-5-yl)-3-(tetrahydrofuran-3-yl)-5,6-dihydroimidazo[1,5-a]pyrazine-7(8H)-carboxylic acid tert-butyl ester C(C)(C)(C)OC(=O)N1CC=2N(CC1)C(=NC2C=2C=C1C(=NN(C1=CC2)C)C=2C=NN(C2)C)C2COCC2